CC=1C=C(C=CC(=O)Cl)C=CC1 m-methylcinnamoyl chloride